N-bis(octadecyl)methylammonium tetrakis(pentafluorophenyl)borate FC1=C(C(=C(C(=C1[B-](C1=C(C(=C(C(=C1F)F)F)F)F)(C1=C(C(=C(C(=C1F)F)F)F)F)C1=C(C(=C(C(=C1F)F)F)F)F)F)F)F)F.C(CCCCCCCCCCCCCCCCC)C([NH3+])CCCCCCCCCCCCCCCCCC